N-(2-(4-(1,2-bis(4-hydroxyphenyl)but-1-en-1-yl)phenoxy)ethyl)-acetamide OC1=CC=C(C=C1)C(=C(CC)C1=CC=C(C=C1)O)C1=CC=C(OCCNC(C)=O)C=C1